(S)-N-(2,5-dimethoxyphenyl)-3-(3-fluoro-4-methylphenyl)-3-(pyrazin-2-yl)pyrrolidine-1-carboxamide COC1=C(C=C(C=C1)OC)NC(=O)N1C[C@@](CC1)(C1=NC=CN=C1)C1=CC(=C(C=C1)C)F